OC(=O)C(F)(F)F.NC1=C(C=CC=C1)NC(C1=CC=C(C=C1)CCCN1CCC(CC1)CNC1C(C1)C1=CC=C(C=C1)F)=O N-(2-aminophenyl)-4-(3-(4-(((2-(4-fluorophenyl)cyclopropyl)amino)methyl)piperidin-1-yl)propyl)benzamide TFA salt